CC(C(=O)[O-])(C)C1=CC(=C(C(=C1)C(C)(C)C)O)C methyl-3-methyl-5-tert-butyl-4-hydroxyphenylpropionate